3-(((7-(2-Aminopyrimidin-4-yl)-2,3-dihydrofuro[3,2-c]pyridin-4-yl)amino)methyl)-N-((1r,3r)-3-fluorocyclobutyl)benzamide NC1=NC=CC(=N1)C=1C2=C(C(=NC1)NCC=1C=C(C(=O)NC3CC(C3)F)C=CC1)CCO2